2-Methyl-5-(4-methylpiperazin-1-yl)-N-[(1R)-1-[3-(1-methylpyrazol-4-yl)-4-(trifluoromethoxy)phenyl]ethyl]benzamide CC1=C(C(=O)N[C@H](C)C2=CC(=C(C=C2)OC(F)(F)F)C=2C=NN(C2)C)C=C(C=C1)N1CCN(CC1)C